(2R,3R,4S,5R,6R)-3,5-diacetoxy-6-(acetoxymethyl)-4-(4-(3,4,5-trifluorophenyl)-1H-1,2,3-triazol-1-yl)tetrahydro-2H-pyran-2-carboxylic acid C(C)(=O)O[C@H]1[C@@H](O[C@@H]([C@@H]([C@@H]1N1N=NC(=C1)C1=CC(=C(C(=C1)F)F)F)OC(C)=O)COC(C)=O)C(=O)O